C(C)(C)OC(=O)C1(CC(C1)(OC)OC)CF 1-(fluoromethyl)-3,3-dimethoxycyclobutane-1-carboxylic acid isopropyl ester